OCC=1C=C(C=C(C1)C(F)(F)F)NC(=O)C1=CSC=2CN(CCC21)C(=O)OC(C)(C)C tert-butyl 3-[[3-(hydroxymethyl)-5-(trifluoromethyl)phenyl]carbamoyl]-5,7-dihydro-4H-thieno[2,3-c]pyridine-6-carboxylate